C1(=C(C(=CC(=C1)C)C)S(=O)(=O)ONC(OC(C)(C)C)=O)C T-butyl ((mesitylsulfonyl)oxy)carbamate